FC1=C(C(=O)N([C@H]2CNCCC2)C2=NC=CC3=CC=CC(=C23)C)C=CC(=C1)NC1=NC=CC(=N1)C1=CC=C(C=C1)O (R)-2-fluoro-4-((4-(4-hydroxyphenyl)pyrimidin-2-yl)amino)-N-(8-methylisoquinolin-1-yl)-N-(piperidin-3-yl)benzamide